7-Amino-1-methyl-3-((2-(trimethylsilyl)ethoxy)methyl)-1,3-dihydro-2H-imidazo[4,5-c]pyridin-2-one NC=1C2=C(C=NC1)N(C(N2C)=O)COCC[Si](C)(C)C